FC1=C(C=CC=C1)C1=NN2C(O[C@@H](C2)C)=C1C(=O)N[C@@H]1C(NC2=C(C(=N1)C1=CC=CC=C1)C=CC=C2)=O (2R)-6-(2-Fluorophenyl)-2-methyl-N-[(3S)-2-oxo-5-phenyl-1,3-dihydro-1,4-benzodiazepin-3-yl]-2,3-dihydropyrazolo[5,1-b][1,3]oxazole-7-carboxamide